C12CN(CC(CC1)N2)C=2C1=C(N=C(N2)OCC2(C(C2)(C)C)CN(C)C)CN(CC1)C1=CC(=CC2=CC=CC(=C12)Br)O 4-(4-(3,8-diazabicyclo[3.2.1]octan-3-yl)-2-({1-((dimethylamino)methyl)-2,2-dimethylcyclopropyl}methoxy)-5,8-dihydropyrido[3,4-d]pyrimidin-7(6H)-yl)-5-bromonaphthalen-2-ol